NC=1SCC[C@@](N1)(C)C1=C(C=CC(=C1)\C=C(/F)\C1=NC=C(C=C1)Cl)F (4S,6R)-2-Amino-4-(5-((Z)-2-(5-chloropyridin-2-yl)-2-fluorovinyl)-2-fluorophenyl)-4-methyl-5,6-dihydro-4H-1,3-thiazin